tert-butyl 2,3-dibromopropionate BrC(C(=O)OC(C)(C)C)CBr